5-[(4-Chloroindazol-2-yl)methyl]-2-(3-chloro-2-pyridinyl)pyrazole-3-carboxylic acid ethyl ester C(C)OC(=O)C=1N(N=C(C1)CN1N=C2C=CC=C(C2=C1)Cl)C1=NC=CC=C1Cl